N[C@@H]1CC[C@H](CC1)NC(=O)C1=C(OC2=C1C=C(C=C2)OCC2=CC=CC=C2)C N-(trans-4-aminocyclohexyl)-5-(benzyloxy)-2-methylbenzofuran-3-carboxamide